4-bromo-N-(4-bromophenyl)-N-(4-sec-butylphenyl)aniline BrC1=CC=C(N(C2=CC=C(C=C2)C(C)CC)C2=CC=C(C=C2)Br)C=C1